lanthanum strontium-Cobalt [Co].[Sr].[La]